FC(CN1C(=NC2=NC=C(C=C21)C2=CNC=1N=C(N=C(C12)OC)NC1CCC2(OCCO2)CC1)C)F 5-(1-(2,2-difluoroethyl)-2-methyl-1H-imidazo[4,5-b]pyridin-6-yl)-4-methoxy-N-(1,4-dioxaspiro[4.5]decan-8-yl)-7H-pyrrolo[2,3-d]pyrimidin-2-amine